4-(5-(7-(Pyrrolidin-1-yl)-6,7,8,9-tetrahydro-5H-benzo[7]annulen-2-yl)-1H-pyrazolo[3,4-b]pyridin-3-yl)-2-(trifluoromethyl)benzamide N1(CCCC1)C1CCC2=C(CC1)C=C(C=C2)C=2C=C1C(=NC2)NN=C1C1=CC(=C(C(=O)N)C=C1)C(F)(F)F